4-Amino-3-chloro-N-(3-chloro-4-fluorophenyl)-2-methyl-4,5,6,7-tetrahydro-2H-isoindole-1-carboxamide hydrochloride Cl.NC1C2=C(N(C(=C2CCC1)C(=O)NC1=CC(=C(C=C1)F)Cl)C)Cl